1-[[2-(difluoromethoxy)pyridin-4-yl]methyl]-3-[rac-(1R,3S)-3-hydroxy-3-(trifluoromethyl)cyclopentyl]urea FC(OC1=NC=CC(=C1)CNC(=O)N[C@H]1C[C@@](CC1)(C(F)(F)F)O)F |r|